C12(CC3CC(CC(C1)C3)C2)OC(C2=CC=C(C=C2)NCC2=C(C=CC(=C2)O)O)=O 4-([(2,5-dihydroxyphenyl)methyl]amino)-benzoic acid adamantyl ester